1-ethyl-3-(hydroxymethyl)pyridine ethyl-sulfate C(C)OS(=O)(=O)O.C(C)N1CC(=CC=C1)CO